C1(=CC=CC=C1)C1=C(NC=2C1=NC=CC2)C2=C(C=NC=C2)OC[C@H]2NCCC2 3-phenyl-2-(3-{[(2S)-pyrrolidin-2-yl]methoxy}pyridin-4-yl)-1H-pyrrolo[3,2-b]pyridine